O1CCN(CC1)CC(=O)OC1C(C=2C(=CC3=C(CC2)C=C(C(=C3OC)OC)C(C)C)C=C1)(C)C 8-isopropyl-6,7-dimethoxy-1,1-dimethyl-2,10-dihydro-1H-dibenzo[a,d][7]annulen-2-yl 2-morpholinoacetate